FC=1C=C(CN2C(N(CC3=CC=C(C=C23)C(=O)O)C)=O)C=C(C1)F 1-(3,5-difluoro-benzyl)-3-methyl-2-oxo-1,2,3,4-tetrahydro-quinazoline-7-carboxylic acid